(6-chloropyridine-2,3-diyl)dimethanol (4-tert-pentylcyclohexyl)isobutyl-fumarate C(C)(C)(CC)C1CCC(CC1)\C(=C(/C(=O)O)\CC(C)C)\C(=O)O.ClC1=CC=C(C(=N1)CO)CO